(Z)-deca-1,7-dien-4-ol C=CCC(CC\C=C/CC)O